FC=1OC(OC1F)(C(F)(F)F)C(F)(F)F perfluoro(2,2-dimethyl-1,3-dioxol)